3,3-dimethylpyrrolidine-2-one CC1(C(NCC1)=O)C